N-benzyl-7-(3,4-dichlorobenzoyl)-3-oxo-2-(2-pyridyl)-6,8-dihydro-5H-imidazo[1,5-a]pyrazine-1-carboxamide C(C1=CC=CC=C1)NC(=O)C=1N(C(N2C1CN(CC2)C(C2=CC(=C(C=C2)Cl)Cl)=O)=O)C2=NC=CC=C2